N-(4-((4-(oxetan-2-yl)-4-(2-(thiophen-2-yl)ethyl)piperidin-1-yl)methyl)phenyl)acetamide O1C(CC1)C1(CCN(CC1)CC1=CC=C(C=C1)NC(C)=O)CCC=1SC=CC1